Cl.N[C@H](C(=O)NC1=CC=CC=C1)C(C)C (S)-2-amino-3-methyl-N-phenyl-butyramide hydrochloride